ClC1=C(C=CC(=C1)F)C1=CC(OC2=CC(=CC=C12)C[C@H](C(N1CCCCC1)=O)C)=O (R)-4-(2-chloro-4-fluorophenyl)-7-(2-methyl-3-oxo-3-(piperidin-1-yl)propyl)-2H-chromen-2-one